(1R,2S,5S)-3-[(2S,3R)-2-(benzyloxycarbonylamino)-3-(cyclobutoxy)butanoyl]-6,6-dimethyl-3-azabicyclo[3.1.0]hexane-2-carboxylic acid C(C1=CC=CC=C1)OC(=O)N[C@H](C(=O)N1[C@@H]([C@H]2C([C@H]2C1)(C)C)C(=O)O)[C@@H](C)OC1CCC1